ClC=1C(=C2C=NNC2=C(C1F)C(NC(C(F)(F)F)=O)C#N)C=1N=CC=2N(C1)C=C(N2)NC(=O)C2C(C2)F N-(6-(5-chloro-7-(cyano(2,2,2-trifluoroacetamido)methyl)-6-fluoro-1H-indazol-4-yl)imidazo[1,2-a]pyrazin-2-yl)-2-fluorocyclopropane-1-carboxamide